[Ca+2].C12C(C(C(CC1)C2)C(=O)[O-])C(=O)[O-] endo-bicyclo[2.2.1]Heptane-2,3-dicarboxylic acid calcium salt